C([C@H]([C@H]([C@@H]([C@H](C(=O)[O-])O)O)O)O)OP(=O)(O)O The molecule is a monocarboxylic acid anion resulting from the removal of a proton from the carboxy group of 6-phospho-D-gluconic acid. It is a carbohydrate acid derivative anion and a monocarboxylic acid anion. It derives from a D-gluconate. It is a conjugate base of a 6-phospho-D-gluconic acid. It is a conjugate acid of a 6-phosphonatooxy-D-gluconate.